2-(1-(2-bromoethyl)-1H-pyrazol-4-yl)-7-morpholino-5-(3-phenyl-1H-pyrazol-1-yl)furo[3,2-b]pyridine BrCCN1N=CC(=C1)C1=CC2=NC(=CC(=C2O1)N1CCOCC1)N1N=C(C=C1)C1=CC=CC=C1